C(C)(=O)C1=NN(C2=CC(=CC=C12)NC(=O)OCCCC=C)CC(=O)OC(C)(C)C tert-Butyl 2-(3-Acetyl-6-{[(pent-4-en-1-yloxy)carbonyl]amino}indazol-1-yl)acetate